5-Methylamino-1H-tetrazol CNC1=NN=NN1